[SiH2]([SiH2][SiH2][SiH2][SiH2][SiH3])O hexasilanol